3-(6-Chloro-2-fluoro-3-pyridyl)-4-[4-[(3S)-1-(3-fluoropropyl)pyrrolidin-3-yl]oxyphenyl]-2H-thiochromen-7-ol ClC1=CC=C(C(=N1)F)C=1CSC2=CC(=CC=C2C1C1=CC=C(C=C1)O[C@@H]1CN(CC1)CCCF)O